ethyl 1-((((2R,3S)-3-(3,3-difluorobutyl)-2-fluoro-5-(3-fluorophenyl)-1,1-dioxido-7-(trifluoromethyl)-2,3,4,5-tetrahydrobenzo[b][1,4]thiazepin-8-yl)oxy)methyl)cyclopropane-1-carboxylate FC(CC[C@H]1CN(C2=C(S([C@H]1F)(=O)=O)C=C(C(=C2)C(F)(F)F)OCC2(CC2)C(=O)OCC)C2=CC(=CC=C2)F)(C)F